FC(C(=O)O)(F)F.FC(C(=O)O)(F)F.C1NCC12COCC2 6-oxa-2-azaspiro[3.4]octane ditrifluoroacetate